2-((4-(2-(4-cyano-2-fluorophenyl)-4-fluoro-2H-chromen-8-yl)piperidin-1-yl)methyl)-1-((1-(fluoromethyl)cyclopropyl)methyl)-1H-benzo[d]imidazole-6-carboxylic acid C(#N)C1=CC(=C(C=C1)C1OC2=C(C=CC=C2C(=C1)F)C1CCN(CC1)CC1=NC2=C(N1CC1(CC1)CF)C=C(C=C2)C(=O)O)F